C1CS1 Ethylensulfid